di(4-acetamidophenyl)iodonium hexafluorophosphate F[P-](F)(F)(F)(F)F.C(C)(=O)NC1=CC=C(C=C1)[I+]C1=CC=C(C=C1)NC(C)=O